N,N-Dihexadecyl-N-methyl-1-hexadecanaminium chloride [Cl-].C(CCCCCCCCCCCCCCC)[N+](CCCCCCCCCCCCCCCC)(C)CCCCCCCCCCCCCCCC